oleyl eicosanoate C(CCCCCCCCCCCCCCCCCCC)(=O)OCCCCCCCC\C=C/CCCCCCCC